FC(C1=NN2C(N=C(C=C2NC[C@H](C2=CC=C(C=C2)F)N2CC3(CN(C3)C(=O)NC([2H])([2H])[2H])C2)C(F)(F)F)=C1)(F)F (S)-6-(2-((2,5-Bis(trifluoromethyl)pyrazolo[1,5-a]pyrimidin-7-yl)amino)-1-(4-fluorophenyl)ethyl)-N-(methyl-d3)-2,6-diazaspiro[3.3]heptane-2-carboxamide